2,6-dimethoxy-N-(1-methylpyrazol-4-yl)-4-[5-(1-methylpyrazol-4-yl)benzimidazol-1-yl]benzamide COC1=C(C(=O)NC=2C=NN(C2)C)C(=CC(=C1)N1C=NC2=C1C=CC(=C2)C=2C=NN(C2)C)OC